N,N'-bis(4-(dimethylamino)benzyl)-1,2-ethylenediamine CN(C1=CC=C(CNCCNCC2=CC=C(C=C2)N(C)C)C=C1)C